COC(=O)C=1C=C2N=CC(NC2=C(C1)Br)=O 8-bromo-2-oxo-1,2-dihydroquinoxaline-6-carboxylic acid methyl ester